C(C)OC(C(CC(=O)N(C)C1=C(C(=CC=C1)F)Br)=O)=O 4-((2-bromo-3-fluorophenyl)(methyl)amino)-2,4-dioxobutyric acid ethyl ester